C(C)[Si](OC(C)C)(CC)CC triethyl-(isopropoxy)silane